1,2,3,4-butanetetracarboxylic acid tetra(4-n-propylcyclohexylamide) C(CC)C1CCC(CC1)NC(=O)CC(C(CC(=O)NC1CCC(CC1)CCC)C(=O)NC1CCC(CC1)CCC)C(=O)NC1CCC(CC1)CCC